C12(CC3CC(CC(C1)C3)C2)NC(CCCS(=O)(=O)C2=NC(=CC(=N2)C(F)F)C2=CN(C(C=C2)=O)CC2=CC(=C(C=C2)OC)OC)=O N-((3S,5S,7S)-adamantan-1-yl)-4-((4-(difluoromethyl)-6-(1-(3,4-dimethoxybenzyl)-6-oxo-1,6-dihydropyridin-3-yl)pyrimidin-2-yl)sulfonyl)butanamide